bromo-2',3'-dihydro-1'H-spiro[cyclobutane-1,4'-isoquinoline]-1'-one BrN1C(C2=CC=CC=C2C2(C1)CCC2)=O